[N+](=O)([O-])C1=CC2=C(OCCN(S2(=O)=O)C2=NC(=CC=C2)C(F)(F)F)C=C1 8-nitro-2-(6-(trifluoromethyl)pyridin-2-yl)-3,4-dihydro-2H-benzo[b][1,4,5]oxathiazepine 1,1-dioxide